4-(4-(3-fluoro-4-(4-(oxetan-3-yl)piperazin-1-yl)phenyl)quinazolin-6-yl)pyridin-2-amine FC=1C=C(C=CC1N1CCN(CC1)C1COC1)C1=NC=NC2=CC=C(C=C12)C1=CC(=NC=C1)N